6-[(1-aminocyclopropyl)methyl]-7-methyl-N-[(thiophen-2-yl)methyl]thieno[3,2-c]pyridazin-4-amine NC1(CC1)CC1=C(C=2N=NC=C(C2S1)NCC=1SC=CC1)C